1-chloro-4-((2,6-difluorophenyl)ethynyl)isoquinoline ClC1=NC=C(C2=CC=CC=C12)C#CC1=C(C=CC=C1F)F